P(=O)([O-])([O-])[O-].C(CCCCCCC\C=C/CCCCCCCC)(=O)OCC(O)CO.[Na+].[Na+].[Na+] sodium glyceryl oleate phosphate